O[C@@H](C(=O)OC)[C@H]([C@@H]([C@H](C1=CC=CC=C1)O)O)O methyl (2R,3S,4R,5S)-2,3,4,5-tetrahydroxy-5-phenylpentanoate